1-(bromomethyl)-4-fluoronaphthalene BrCC1=CC=C(C2=CC=CC=C12)F